6-chloro-3,4-dihydro-2,7-naphthyridin ClC=1C=C2CCN=CC2=CN1